5-bromo-2-{[2-(trimethylsilyl)ethoxy]methyl}-1,2-dihydro-2,7-naphthyridin-1-one BrC1=C2C=CN(C(C2=CN=C1)=O)COCC[Si](C)(C)C